C1(CC1)C(=O)N1CCN(CC1)C(=O)C=1C=NC2=CC=C(C=C2C1N1CCC(CC1)C(F)(F)F)OC (4-(cyclopropanecarbonyl)piperazin-1-yl)(6-methoxy-4-(4-(trifluoromethyl)piperidin-1-yl)quinolin-3-yl)methanone